N-(pentan-2-yl)benzene-1,3-diamine CC(CCC)NC1=CC(=CC=C1)N